C1(C=2C(C(=O)OCCC(CCO1)C)=CC=CC2)=O 3-methyl-1,5-pentylene phthalate